O1C(=CC=C1)C(=O)N1CCN(CC1)CC(=O)NC1=CC=C(C=C1)I 2-(4-(furan-2-carbonyl)piperazin-1-yl)-N-(4-iodophenyl)acetamide